sodium aminoethyl hypophosphite [PH2](=O)OCCN.[Na]